4-formyl-pyrazole-1-carboxylic acid tert-butyl ester C(C)(C)(C)OC(=O)N1N=CC(=C1)C=O